[5-(2-methylprop-1-ylmethyl)-1-methyl-1H-pyrazol-4-yl]carboxylic acid CC(CCC1=C(C=NN1C)C(=O)O)C